C(N)(=O)C1=CC=C(C=C1)NC(=O)C1=CN=C2N1C=C(C=C2)C=2C(=NC=CC2)C2=CC(=C(C=C2)F)C N-(4-Carbamoylphenyl)-6-(2-(4-fluoro-3-methylphenyl)pyridin-3-yl)imidazo[1,2-a]pyridine-3-carboxamide